CNC(=O)[C@@H]1NCC1 (2R)-N-methylazetidine-2-carboxamide